bis(trimethylsilyl)-1,3-butadiyne C[Si](C)(C)C#CC#C[Si](C)(C)C